FC=1C=C(C=CC1OC1=C2C(=NC=C1)NN=C2NC(COC)(C)C)NC(=O)C=2C(N(C=C(C2)C)C2=CC=C(C=C2)F)=O N-(3-fluoro-4-((3-((1-methoxy-2-methylpropan-2-yl)amino)-1H-pyrazolo[3,4-b]pyridin-4-yl)oxy)phenyl)-1-(4-fluorophenyl)-5-methyl-2-oxo-1,2-dihydropyridine-3-carboxamide